3-methylamino-1-(2-thienyl)-propan-1-one CNCCC(=O)C=1SC=CC1